BrC1=CC=C2N=CC(=NC2=C1)N[C@@H](C)C=1C=C(C=CC1)NC(C1=CN=CC(=C1)C)=O (S)-N-(3-(1-((7-bromoquinoxalin-2-yl)amino)ethyl)phenyl)-5-methylnicotinamide